1-(6-(3-(3,4-dichlorophenyl)-1,2,4-oxadiazol-5-yl)-3-azabicyclo[3.1.1]heptan-3-yl)-2-(1-methyl-1H-1,2,4-triazol-5-yl)ethan-1-one ClC=1C=C(C=CC1Cl)C1=NOC(=N1)C1C2CN(CC1C2)C(CC2=NC=NN2C)=O